C(C)OC(N1C(=C(C2=CC=CC=C12)C#N)C=O)OCC 1-(diethoxymethyl)-2-formyl-1H-indole-3-carbonitrile